COC1=C(C(=CC=C1)OC)C1=CNC2=NC(=CC=C21)NC(=O)C2C(C2)(CO)F N-(3-(2,6-dimethoxyphenyl)-1H-pyrrolo[2,3-b]pyridin-6-yl)-2-fluoro-2-(hydroxymethyl)cyclopropanecarboxamide